N-(5-cyclopropyl-1H-pyrazol-3-yl)-2-[(3R)-3-(dimethylamino)pyrrolidin-1-yl]pyrimidin-4-amine C1(CC1)C1=CC(=NN1)NC1=NC(=NC=C1)N1C[C@@H](CC1)N(C)C